2-bromo-6-(difluoromethyl)-4-fluoro-aniline BrC1=C(N)C(=CC(=C1)F)C(F)F